FC=1C=C(C=CC1F)C1=C(NC2=C1C(N(C=C2)C)=O)C2=CC(=NC=C2)NC(C(C)C2=CC=C(C=C2)F)=O N-{4-[3-(3,4-Difluorophenyl)-5-methyl-4-oxo-4,5-dihydro-1H-pyrrolo[3,2-c]pyridin-2-yl]pyridin-2-yl}-2-(4-fluorophenyl)propanamid